(Z)-3-(difluoromethyl)-N-(2-(1-fluoro-2-(4-fluorophenyl)vinyl)phenyl)-1-methyl-1H-pyrazole-4-carboxamide FC(C1=NN(C=C1C(=O)NC1=C(C=CC=C1)/C(=C/C1=CC=C(C=C1)F)/F)C)F